ClC1=C(C=O)C=CC(=C1)CSC 2-chloro-4-((methylthio)methyl)benzaldehyde